ClC1=C(C(=C(C(=O)O)C=C1)C)[N+](=O)[O-] 4-chloro-2-methyl-3-nitro-benzoic acid